NCC1=CC=C(CC2=CC(=CC(=N2)NCC2=CC=C(C=C2)OC)NCCCC)C=C1 6-(4-(aminomethyl)benzyl)-4-(butylamino)-2-((4-methoxybenzyl)amino)pyridine